4-(4-carboxyphenoxy)phthalic anhydride C(=O)(O)C1=CC=C(OC=2C=C3C(C(=O)OC3=O)=CC2)C=C1